ClC1=CC=2C3=C(N(C(N(C2N=C1)CC)=O)C1=C(C=C(C=C1F)N1C[C@@H](CC1)NC(OC(C)(C)C)=O)F)C=C(C=C3)Cl tert-butyl (R)-(1-(4-(2,9-dichloro-5-ethyl-6-oxo-5,6-dihydro-7H-benzo[d]pyrido[3,2-f][1,3]diazepin-7-yl)-3,5-difluorophenyl)pyrrolidin-3-yl)carbamate